COC=1C=C(C=CC1N1CCC(CC1)C1=C(C(=NO1)C)NC(=O)O[C@H](C)C1=CC=CC=C1)C1(CC1)C(=O)NS(=O)(=O)CCC(=O)O 3-[[1-[3-methoxy-4-[4-[3-methyl-4-[[(1R)-1-phenylethoxy]carbonylamino]isoxazol-5-yl]-1-piperidyl]phenyl]cyclopropanecarbonyl]sulfamoyl]propanoic acid